(+-)-trans-N-[8-amino-6-(4-ethyl-3-pyridyl)-2,7-naphthyridin-3-yl]-2-cyano-cyclopropanecarboxamide NC=1N=C(C=C2C=C(N=CC12)NC(=O)[C@H]1[C@@H](C1)C#N)C=1C=NC=CC1CC |r|